ClC=1C=C2C(=C3C=C(N(C13)CCNC1=NC=NC(=C1)C1=CC(=C(C=C1)C1=NN=NN1)NCC)C)OCO2 [2-(5-Chloro-7-methyl-[1,3]dioxolo[4,5-e]indol-6-yl)-ethyl]-{6-[3-ethylamino-4-(1H-tetrazol-5-yl)-phenyl]-pyrimidin-4-yl}-amine